2-(2,6-dioxopiperidin-3-yl)-4-(4-((4-propoxypiperidin-1-yl)methyl)benzylamino)isoindoline-1,3-dione O=C1NC(CCC1N1C(C2=CC=CC(=C2C1=O)NCC1=CC=C(C=C1)CN1CCC(CC1)OCCC)=O)=O